3-bromo-2,2-dimethylpropan-1-ol BrCC(CO)(C)C